CC1(OC(CC1C(=O)NC=1SC(=CN1)C=1C=C2C=C(N=NC2=CC1)C)(C)C)C 2,2,5,5-tetramethyl-N-(5-(3-methylcinnolin-6-yl)thiazol-2-yl)tetrahydrofuran-3-carboxamide